COC(CCCCCCCCCC/C=C/CCO)OC (3E)-15,15-dimethoxy-3-pentadecen-1-ol